(S)-4-(2-(((R)-2-(3-fluorophenyl)-2-hydroxyethyl)amino)-2-methylpropyl)piperidin-2-one FC=1C=C(C=CC1)[C@H](CNC(C[C@H]1CC(NCC1)=O)(C)C)O